CNC(=O)C=1NC2=CC=C(C=C2C1)S(=O)(=O)C N-methyl-5-(methylsulfonyl)-1H-indole-2-carboxamide